ClC=1C=C2C=CN(C2=C(C1F)F)C[C@@H]1CNCC1 (S)-5-chloro-6,7-difluoro-N-(pyrrolidin-3-ylmethyl)-1H-indole